N3-butyl-N'-cyanoguanidine C(CCC)N(C(N)=N)C#N